7-n-propyl-1,5,7-triazabicyclo[4.4.0]-deca-5-ene C(CC)N1C2=NCCCN2CCC1